3-((4,4-bis(((Z)-oct-5-en-1-yl)oxy)butanoyl)oxy)-2-(hydroxymethyl)propyl (2-hexyldecyl) adipate C(CCCCC(=O)OCC(CCCCCCCC)CCCCCC)(=O)OCC(COC(CCC(OCCCC\C=C/CC)OCCCC\C=C/CC)=O)CO